C(C)(C)(C)C1=NC(=NO1)C(=O)N[C@@H]1CCN(CC2=C1C=CC(=C2)B2OC(C(O2)(C)C)(C)C)CC(F)(F)F 5-tert-butyl-N-[(5R)-8-(4,4,5,5-tetramethyl-1,3,2-dioxaborolan-2-yl)-2-(2,2,2-trifluoroethyl)-1,3,4,5-tetrahydro-2-benzazepin-5-yl]-1,2,4-oxadiazole-3-carboxamide